Cl.C(C)[IH]N1C(C1=O)=O ethyliodoacetic acid imide HCl